C(C1=CC=CC=C1)(C1=CC=CC=C1)N1N2C(C3=C(C1)OC=N3)=C(C(C=C2)=O)O 5-benzhydryl-10-hydroxy-4,5-dihydro-9H-oxazolo[4,5-d]pyrido[1,2-b]pyridazin-9-one